C[C@@]1(N(CCC1)S(=O)(=O)C=1C(=NC(=CC1)C)O[C@H]1[C@H](CCC1)CCCO)C(=O)O.NC=1C=C(C=CC1O)C(C(F)(F)F)(C(F)(F)F)C1=CC(=C(C=C1)O)N |o1:17,18| 2,2-bis(3-amino-4-hydroxyphenyl)hexa-fluoropropane Methyl-((2-(((1R*,2R*)-2-(3-hydroxypropyl)cyclopentyl)oxy)-6-methylpyridin-3-yl)sulfonyl)-L-prolinate